ClCC1=CC=C(C=C1)N1C(=NC=2C1=NC(=CC2)C2=NN(N=C2[2H])C)C=2C(=NC=CN2)N 3-(3-(4-(Chloromethyl)phenyl)-5-(2-methyl-2H-1,2,3-triazol-4-yl-5-d)-3H-imidazo[4,5-b]pyridin-2-yl)pyrazin-2-amine